2-butenamide mesylate S(C)(=O)(=O)O.C(C=CC)(=O)N